NC1=C(C=C(C(=O)N2C[C@H](CC2)N2N=CC(=C2)C=2C=C(C=3N(C2)N=CC3C#N)OC)C=C1)C (S)-6-(1-(1-(4-amino-3-methylbenzoyl)pyrrolidin-3-yl)-1H-pyrazol-4-yl)-4-methoxypyrazolo[1,5-a]pyridine-3-carbonitrile